3-(2-methyl-4-oxo-5-((4-(2-(piperidin-1-yl)ethyl)benzyl)thio)quinazolin-3(4H)-yl)piperidine-2,6-dione CC1=NC2=CC=CC(=C2C(N1C1C(NC(CC1)=O)=O)=O)SCC1=CC=C(C=C1)CCN1CCCCC1